(3S,4R)-4-(4-bromo-5-chloro-1-methyl-pyrazol-3-yl)-N-[2-(difluoromethoxy)-3-fluoro-phenyl]-1-methyl-2-oxo-pyrrolidine-3-carboxamide BrC=1C(=NN(C1Cl)C)[C@@H]1[C@H](C(N(C1)C)=O)C(=O)NC1=C(C(=CC=C1)F)OC(F)F